tert-butyl (7S)-9-(benzyloxy)-7-(((tert-butyldimethylsilyl)oxy)methyl)-6-azaspiro[3.5]nonane-6-carboxylate C(C1=CC=CC=C1)OC1C[C@H](N(CC12CCC2)C(=O)OC(C)(C)C)CO[Si](C)(C)C(C)(C)C